7-fluoro-4-isopropyl-2-(o-tolyl)quinoline FC1=CC=C2C(=CC(=NC2=C1)C1=C(C=CC=C1)C)C(C)C